2-((1r,3r)-3-((tert-butoxycarbonyl)(methyl)amino)-1-methoxy-4-methylpentyl)thiazole-4-carboxylic ethyl ester C(C)OC(=O)C=1N=C(SC1)[C@@H](C[C@H](C(C)C)N(C)C(=O)OC(C)(C)C)OC